6-Bromo-1-methyl-2-oxo-4-[4-(3-phenyl-1,2,4-oxadiazol-5-yl)piperidin-1-yl]-1,2-dihydroquinoline-3-carboxamide BrC=1C=C2C(=C(C(N(C2=CC1)C)=O)C(=O)N)N1CCC(CC1)C1=NC(=NO1)C1=CC=CC=C1